N-(3-{3H-imidazo[4,5-c]pyridin-6-yl}phenyl)prop-2-enamide N1=CNC=2C=NC(=CC21)C=2C=C(C=CC2)NC(C=C)=O